C(C)OC1=C(C=CC(=C1)C=1C=NN(C1)C)NC=1N=CC2=C(N1)C(=NC=C2)NC2CCOCC2 N2-(2-ethoxy-4-(1-methyl-1H-pyrazol-4-yl)phenyl)-N8-(tetrahydro-2H-pyran-4-yl)pyrido[3,4-d]pyrimidine-2,8-diamine